FC=1C=C(C=CC1OC1=CC=CC=C1)NC1=C2C=C(NC2=C(C=C1)F)C(=O)O 4-((3-fluoro-4-phenoxyphenyl)amino)-7-fluoro-1H-indole-2-carboxylic acid